CN1[C@H]2CC(C[C@@H]1CCC2)OC2=CN=CC(=N2)NC2=NNC(=C2)[C@H]2COCC2 6-(((1R,3r,5S)-9-methyl-9-azabicyclo[3.3.1]nonan-3-yl)oxy)-N-(5-((S)-tetrahydrofuran-3-yl)-1H-pyrazol-3-yl)pyrazin-2-amine